FC(C(C(C(C(F)F)(F)F)(F)F)=O)(F)F 1,1,1,3,3,4,4,5,5-nonafluoro-2-pentanone